N2-[2-(4,4-difluoro-1-piperidyl)phenyl]-N5,N5-dimethylthiophene-2,5-disulfonamide FC1(CCN(CC1)C1=C(C=CC=C1)NS(=O)(=O)C=1SC(=CC1)S(=O)(=O)N(C)C)F